(3-(piperazin-1-yl)pyrazin-2-yl)(4-(trifluoromethyl)phenyl)methanol benzyl-(methyl)carbamate C(C1=CC=CC=C1)N(C(=O)OC(C1=CC=C(C=C1)C(F)(F)F)C1=NC=CN=C1N1CCNCC1)C